COC1=C(C=NC(=C1)NCC=1C(=C(C=CC1)C1=CC=CC=C1)C)CN[C@H](CO)C(=O)O ((4-methoxy-6-(((2-methyl-[1,1'-biphenyl]-3-yl)methyl)amino)pyridin-3-yl)methyl)-D-serine